7-Bromo-5-chloro-3-(1-(trifluoromethyl)-1H-pyrazol-4-yl)-1-((2-(trimethylsilyl)ethoxy)methyl)-1H-pyrrolo[3,2-b]pyridine BrC1=C2C(=NC(=C1)Cl)C(=CN2COCC[Si](C)(C)C)C=2C=NN(C2)C(F)(F)F